N-Isopropyl-N-(2-(4-methyl-1'-(p-tolyl)-1'H-[1,2'-biimidazol]-5'-yl)ethyl)propan-2-amine C(C)(C)N(C(C)C)CCC1=CN=C(N1C1=CC=C(C=C1)C)N1C=NC(=C1)C